ClC1=NC=C(C(=N1)NC1=NC=C(C=C1)OC)CNC1=C(SC=C1C(F)F)Cl 2-chloro-5-((2-chloro-4-(difluoromethyl)thiophen-3-ylamino)methyl)-N-(5-methoxypyridin-2-yl)pyrimidin-4-amine